BrC1=CC(=NC2=CC=C(C=C12)OC1CN(CC1)C(C)=O)C 1-(3-((4-bromo-2-methylquinolin-6-yl)oxy)pyrrolidin-1-yl)ethan-1-one